[Si](C)(C)(C(C)(C)C)N1[C@@H]([C@@](C1=O)(C)CCC1=CC=C(C=C1)OC)C(=O)OCC1=CC=CC=C1 benzyl (2S,3R)-1-[tert-butyl (dimethyl) silyl]-3-[2-(4-methoxyphenyl) ethyl]-3-methyl-4-oxoazetidine-2-carboxylate